racemic-tert-butyl ((5H-benzo[2,3][1,4]dioxepino[5,6-c]pyridin-5-yl)methyl)carbamate C1=NC=CC2=C1OC1=C(O[C@H]2CNC(OC(C)(C)C)=O)C=CC=C1 |r|